C1(=CC=CC=C1)O phenyl alcohol